C(C)N(C)CC1=CC2=C(C(N(C=C2C(F)(F)F)C2=CC(=CC=C2)C2(CCC2)C2=NN=CN2C)=O)N1 2-((ethyl(methyl)amino)methyl)-6-(3-(1-(4-methyl-4H-1,2,4-triazol-3-yl)cyclobutyl)phenyl)-4-(trifluoromethyl)-1,6-dihydro-7H-pyrrolo[2,3-c]pyridin-7-one